FC1=CC=C(OC2=CC=C3C(=N2)C[C@@H]2C=C(C[C@]3([C@@H]2C=C)N(C)C)C)C=C1 (5R,9R,11R)-2-(4-fluorophenoxy)-N,N,7-trimethyl-11-vinyl-9,10-dihydro-5,9-methanocycloocta[b]pyridin-5(6H)-amine